COC1=C(C=C2C3=C(N(C2=C1)C)C(=NC=C3)C)N3CCN(CC3)C(=O)C3=CSC=C3 (4-(7-methoxy-1,9-dimethyl-9H-pyrido[3,4-b]indol-6-yl)piperazin-1-yl)(thiophen-3-yl)methanone